tetra-ammonia palladium sulfate S(=O)(=O)([O-])[O-].[Pd+2].N.N.N.N